2-(4-chlorophenyl)-6-(10-phenyl-anthracene-9-yl)-7-azabenzoxazole ClC1=CC=C(C=C1)C=1OC2=C(N1)C=CC(=N2)C=2C1=CC=CC=C1C(=C1C=CC=CC21)C2=CC=CC=C2